ClC1=CC=C(C=C1)/C=C/C(=O)C1=C(C=C(C=C1)OC1OCCCC1)O (E)-3-(4-Chlorophenyl)-1-[2-hydroxy-4-(oxan-2-yloxy)phenyl]prop-2-en-1-one